ClC1=CC=C(N=N1)C(C)=O 1-(6-Chloropyridazin-3-yl)ethanone